C(C)(C)(C)OC(=O)NN(CC1=CC=C(C=C1)C=1N(C=C(N1)C(F)(F)F)C(C)C)C1=NC(=NC=C1C(=O)OCC)C=1C(=NC=NC1OC)C1CC1 ethyl 4-(2-(tert-butoxycarbonyl)-1-(4-(1-isopropyl-4-(trifluoromethyl)-1H-imidazol-2-yl)benzyl)hydrazineyl)-4'-cyclopropyl-6'-methoxy-[2,5'-bipyrimidine]-5-carboxylate